methyl 2-bromo-5-(N-methyl-2,2-diphenylacetamido)isonicotinate BrC=1C=C(C(=O)OC)C(=CN1)N(C(C(C1=CC=CC=C1)C1=CC=CC=C1)=O)C